(S)-4-(bis(3-methoxylphenyl)carbamoyl)-1-(10-oxo-10,11-dihydro-5H-dibenzo[b,f]azepine-5-carbonyl)piperazine-2-carboxylic acid O(C)C=1C=C(C=CC1)N(C(=O)N1C[C@H](N(CC1)C(=O)N1C2=C(CC(C3=C1C=CC=C3)=O)C=CC=C2)C(=O)O)C2=CC(=CC=C2)OC